C(C)(C)(C)OC(=O)N1[C@H]2CC(C[C@@H]1CC2)N2N=C(C=C2C=C(C)C)Br (1R,3s,5S)-3-(3-bromo-5-(2-methylprop-1-en-1-yl)-1H-pyrazol-1-yl)-8-azabicyclo[3.2.1]octane-8-carboxylic acid tert-butyl ester